BrC=1C(=CC=2N(C1)C=C(N2)C2CCOCC2)OC 6-bromo-7-methoxy-2-(tetrahydro-2H-pyran-4-yl)imidazo[1,2-a]Pyridine